8-(4-{4-[(3R)-3-aminopyrrolidin-1-yl]-4-oxobutanoyl}piperazin-1-yl)-9-ethyl-6,6-dimethyl-11-oxo-5H,6H,11H-benzo[b]carbazole-3-carbonitrile N[C@H]1CN(CC1)C(CCC(=O)N1CCN(CC1)C=1C(=CC2=C(C(C=3NC4=CC(=CC=C4C3C2=O)C#N)(C)C)C1)CC)=O